didecyl-ascorbate C(CCCCCCCCC)C([C@@H]([C@@H]1C(=C(C(=O)O1)O)[O-])O)(O)CCCCCCCCCC